C1=CC=CC=2C3=CC=CC=C3C(C12)COC(=O)N[C@H](C(=O)O)CC1=CNC2=NC=C(C=C21)C (S)-2-((((9H-fluoren-9-yl)methoxy)carbonyl)amino)-3-(5-methyl-1H-pyrrolo[2,3-b]pyridin-3-yl)propanoic acid